7-(6-chloropyrimidin-4-yl)imidazo[1,2-a]Pyridine-5,6,8-d3 ClC1=CC(=NC=N1)C1=C(C=2N(C(=C1[2H])[2H])C=CN2)[2H]